O=C1C[C@@H](CN1)OC(=O)N1CCN(CC1)C1=NC=2N(C=C1)N=CC2C=2C(=NC=CC2)OC(C)C.[Br-].C(C2=CC=CC=C2)[N+](C)(C)CCCCCCCCCCCC Benzyldodecyldimethylammonium Bromide [(3S)-5-Oxopyrrolidin-3-yl]-4-[3-(2-isopropoxy-3-pyridyl)pyrazolo[1,5-a]pyrimidin-5-yl]piperazine-1-carboxylate